O1C(CCCC1)N1N=CC=C1C1=CC(=C2CNC(C2=C1)=O)C(F)(F)F 6-[1-(oxan-2-yl)-1H-pyrazol-5-yl]-4-(trifluoromethyl)isoindolin-1-one